CS(=O)(=O)C1=NC=C(C=N1)C(C(=O)O)CCC#C (2-(methylsulfonyl)pyrimidine-5-yl)-5-hexynoic acid